3-bromo-2-[(6-chloro-3-morpholinesulfonyl-4-quinolinyl)amino]benzoic acid BrC=1C(=C(C(=O)O)C=CC1)NC1=C(C=NC2=CC=C(C=C12)Cl)S(=O)(=O)N1CCOCC1